(R)-N-(3-(2-((3-methoxy-1-methyl-1H-pyrazol-4-yl)amino)pyrimidin-4-yl)-1H-pyrrolo[2,3-c]pyridin-7-yl)-2-(4-methylpiperazin-1-yl)propanamide COC1=NN(C=C1NC1=NC=CC(=N1)C1=CNC2=C(N=CC=C21)NC([C@@H](C)N2CCN(CC2)C)=O)C